α-Phenyl-N,N-diphenylaminostyrol C1(=CC=CC=C1)C(=CC1=CC=CC=C1)N(C1=CC=CC=C1)C1=CC=CC=C1